Oleylmyristat C(CCCCCCC\C=C/CCCCCCCC)OC(CCCCCCCCCCCCC)=O